4-(2-(4-(5-chloro-2-(4-chloro-1H-1,2,3-triazol-1-yl)phenyl)-2,5-dioxapiperazin-1-yl)-3-phenylpropionamido)-2-fluoro-N-methylbenzamide ClC=1C=CC(=C(C1)N1CON(CO1)C(C(=O)NC1=CC(=C(C(=O)NC)C=C1)F)CC1=CC=CC=C1)N1N=NC(=C1)Cl